ClC1=CC=C(C=C1)N1C(C2=CC=CC=C2C1=O)=O 2-(4-Chlorophenyl)isoindole-1,3-dione